2,2,2-Trifluoro-N-(3-((3S,4R)-4-hydroxy-3-(pyridin-2-ylmethyl)chroman-7-yl)pyridin-2-yl)ethanesulfonamide FC(CS(=O)(=O)NC1=NC=CC=C1C1=CC=C2[C@@H]([C@H](COC2=C1)CC1=NC=CC=C1)O)(F)F